5-(2,4-difluorophenyl)-3,3-dimethyl-3,4-dihydro-2H-pyrano[2,3-b]Pyridine-7-carboxylic acid FC1=C(C=CC(=C1)F)C1=C2C(=NC(=C1)C(=O)O)OCC(C2)(C)C